2-[(3R)-1-tert-Butoxycarbonylpyrrolidin-3-yl]-2-(hydroxymethyl)-3-(3-phenylphenyl)propionic acid C(C)(C)(C)OC(=O)N1C[C@H](CC1)C(C(=O)O)(CC1=CC(=CC=C1)C1=CC=CC=C1)CO